N1(CCC1)C=1C(=NC2=CC=CC=C2C1)C(=O)NCCOCCO (azetidin-1-yl)-N-(2-(2-hydroxyethoxy)ethyl)quinoline-2-carboxamide